C(C)C(CN(C(CCC)=O)CC(CCCC)CC)CCCC N,N-bis(2-ethylhexyl)-N-butyramide